NC1=C(C=C(C=N1)NC(C(N1[C@H](CC[C@@H](C1)C)C1=CC(=CC=C1)CCN(C)C)=O)=O)CC N-(6-amino-5-ethyl-3-pyridyl)-2-oxo-2-[(2R,5S)-2-[3-[2-(dimethylamino)ethyl]phenyl]-5-methyl-1-piperidyl]acetamide